C(C)(C)(C)C=1C=C(C=C(C1O)C(C)(C)C)CP(O)(O)=O (3,5-ditert-butyl-4-hydroxy-phenyl)methylphosphonic acid